C1(=C(C=CC=C1)N1N=NC(=C1)C(=O)N)C 1-(o-tolyl)-1H-1,2,3-triazol-4-carboxamid